FC(OC1=CC=C(C=C1)S(=O)(=O)N1CCC2(C[C@@H](CC2)N2[C@@H]3CO[C@H](C2)C3)CC1)F (1S,4S)-5-[(3R)-8-[4-(difluoromethoxy)phenyl]sulfonyl-8-azaspiro[4.5]dec-3-yl]-2-oxa-5-azabicyclo[2.2.1]heptane